FC(C(F)(F)F)(F)C=1NC=2C(=NC(=CC2)C(F)(F)F)N1 2-(1,1,2,2,2-Pentafluoroethyl)-5-(trifluoromethyl)imidazo[4,5-b]pyridin